Cl.NC1=NC=CC(=C1)C1=NC=CC(=C1)C=1C=C(C=CC1C)NC(=O)C=1N=NC=C(C1)C(F)(F)F N-(3-(2'-amino-[2,4'-bipyridin]-4-yl)-4-methylphenyl)-5-(trifluoromethyl)pyridazine-3-carboxamide hydrochloride